N-((3R)-1-benzyl-3-methyl-3-((((1s,4s)-4-phenylcyclohexyl)oxy)methyl)piperidin-4-yl)methanesulfonamide C(C1=CC=CC=C1)N1C[C@](C(CC1)NS(=O)(=O)C)(COC1CCC(CC1)C1=CC=CC=C1)C